(1R,3R)-1-[4-[1-(cyclopropylmethyl)azetidin-3-yl]oxy-2,6-difluoro-phenyl]-2-(2-fluoro-2-methyl-propyl)-3-methyl-1,3,4,9-tetrahydropyrido[3,4-b]indole C1(CC1)CN1CC(C1)OC1=CC(=C(C(=C1)F)[C@H]1N([C@@H](CC2=C1NC1=CC=CC=C21)C)CC(C)(C)F)F